N1=C(C=CC=C1)C=NNC(=S)N1CCCCC1 N'-(2-Pyridinylmethylene)-1-piperidinecarbothiohydrazide